C(CCCCCCCCCCCCCCCCC)OC=1C=C(CO)C=C(C1OCCCCCCCCCCCCCCCCCC)OCCCCCCCCCCCCCCCCCC 3,4,5-Tris(octadecyloxy)benzyl alcohol